N-((3S,10R,13S)-17-(1H-imidazol-1-yl)-10,13-dimethyl-2,3,4,7,8,9,10,11,12,13,14,15-dodecahydro-1H-cyclopenta[a]phenanthren-3-yl)pyrazine-4-carboxamide N1(C=NC=C1)C1=CCC2C3CC=C4C[C@H](CC[C@@]4(C3CC[C@]12C)C)NC(=O)N1CC=NC=C1